7-(1-(adamantan-1-ylmethyl)-1H-pyrazol-4-yl)-3-(6-(pyridazin-3-ylamino)pyridazin-3-yl)imidazo[1,2-a]pyridine-8-carboxylic acid methyl ester COC(=O)C=1C=2N(C=CC1C=1C=NN(C1)CC13CC4CC(CC(C1)C4)C3)C(=CN2)C=2N=NC(=CC2)NC=2N=NC=CC2